ClC=1C(=NC(=C(C1)[N+](=O)[O-])OC)N1CCC(CC1)N(C)C (3-chloro-6-methoxy-5-nitropyridin-2-yl)-N,N-dimethylpiperidin-4-amine